C(C(=C)C)(=O)OCC1OC(C1)C(F)(F)F 2-(methacryloxymethyl)-4-trifluoromethyl-oxetane